C(C)(C)(C)N1N=C(C(=C1NC1=CC=NC=C1OCCCCC(=O)OC(C)(C)C)C#N)C1=CC=C(C=C1)[N+](=O)[O-] tert-butyl 5-[(4-{[1-tert-butyl-4-cyano-3-(4-nitrophenyl)-1H-pyrazol-5-yl]amino}pyridin-5-yl)oxy]pentanoate